3-fluoro-N-(4-(1,2,3,6-tetrahydropyridin-4-yl)phenyl)-5,7-dihydro-6H-pyrrolo[3,4-b]pyridine-6-carboxamide hydrochloride Cl.FC=1C=C2C(=NC1)CN(C2)C(=O)NC2=CC=C(C=C2)C=2CCNCC2